FCCN1CCC(CC1)NC(OC(C)(C)C)=O tert-Butyl (1-(2-fluoroethyl)piperidin-4-yl)carbamate